BrC1=CC=C(C=C1)NC(CN1N=C(C(=C(C1=O)CC1=CC(=CC=C1)OC)C1=CC=CC=C1)C)=O N-(4-bromophenyl)-5-[(3-methoxyphenyl)methyl]-3-methyl-6-oxo-4-phenyl-1(6H)-pyridazinylacetamide